Cl.Cl.CN1C=NC2=C1CC[C@H]2N (4R)-1-methyl-1h,4h,5h,6h-cyclopenta[d]imidazol-4-amine dihydrochloride